2-Methoxy-5-[4-oxo-7-(piperazin-1-yl)-4H-pyrido[1,2-a]pyrimidin-2-yl]benzonitrile COC1=C(C#N)C=C(C=C1)C=1N=C2N(C(C1)=O)C=C(C=C2)N2CCNCC2